(R)-N2-(1-ethyl-1H-pyrazol-4-yl)-7-(piperidin-3-yl)-7H-pyrrolo[2,3-d]pyrimidine-2,4-diamine C(C)N1N=CC(=C1)NC=1N=C(C2=C(N1)N(C=C2)[C@H]2CNCCC2)N